sodium lauryl isethionate S(=O)(=O)(OCCCCCCCCCCCC)CCO.[Na]